9-(2-tert-Butylphenyl)-2-(3-hydroxyphenyl)-8-oxo-8,9-dihydro-7H-purine-6-carboxamide C(C)(C)(C)C1=C(C=CC=C1)N1C2=NC(=NC(=C2NC1=O)C(=O)N)C1=CC(=CC=C1)O